C(C)(C)(C)OC(=O)N1CCC(CC1)N1C(NC2=C1C=CC=C2N2N=CN=C2)=O 4-[2-oxo-4-(1H-1,2,4-triazol-1-yl)-2,3-dihydro-1H-1,3-benzodiazol-1-yl]piperidine-1-carboxylic acid tert-butyl ester